C(C)(=O)C1=CC(=CC=C1)C(C)=O 1,3-Diacetylbenzol